Benzyl (S)-4-(7-(8-chloronaphthalen-1-yl)-8-fluoro-2-(((S)-1-methylpyrrolidin-2-yl)methoxy)pyrido[4,3-d]pyrimidin-4-yl)-2-(cyanomethyl)piperazine-1-carboxylate ClC=1C=CC=C2C=CC=C(C12)C1=C(C=2N=C(N=C(C2C=N1)N1C[C@@H](N(CC1)C(=O)OCC1=CC=CC=C1)CC#N)OC[C@H]1N(CCC1)C)F